BrC1=CC(=C(C(=O)OC)C=C1N1C[C@@H](O[C@@H](C1)C)C)[N+](=O)[O-] methyl 4-bromo-5-(cis-2,6-dimethylmorpholino)-2-nitrobenzoate